NCC=1C=C(C=CC1)C=1C=CC2=C(C(=CO2)COC=2C=C(C=CC2)CC(=O)O)C1 2-(3-((5-(3-(aminomethyl)phenyl)benzofuran-3-yl)methoxy)phenyl)acetic acid